ClC1=C(C=C(C=C1)C1CN(C1)C(=O)OC(C)(C)C)NC1=NC=C(C(=N1)Cl)C(F)(F)F tert-butyl 3-(4-chloro-3-((4-chloro-5-(trifluoromethyl)pyrimidin-2-yl)amino)phenyl)azetidine-1-carboxylate